COC1CN(C1)CC1CN(C1)C(=O)OC(C)(C)C tert-butyl 3-((3-methoxyazetidin-1-yl)methyl)azetidinecarboxylate